methyl-2-((4-(6-hydroxypyridin-2-yl)cyclohex-3-en-1-yl)methyl)-1-(2-methoxyethyl)-1H-thiophene CS1(C(=CC=C1)CC1CC=C(CC1)C1=NC(=CC=C1)O)CCOC